COCCCNC(=O)C1=CC2=C(N3C(S2)=NC(=C3)C3=CC=C(C=C3)C(NC)=O)C=C1 N-(3-methoxypropyl)-2-(4-(methylcarbamoyl)phenyl)benzo[d]imidazo[2,1-b]thiazole-7-carboxamide